C(C)(C)C1=CC2=C(N=C(O2)NC2=NC3=C(N2C)C=CC(=C3)C(=O)O)C=C1 2-((6-isopropylbenzo[d]oxazol-2-yl)amino)-1-methyl-1H-benzo[d]imidazole-5-carboxylic acid